N-((1S)-(4,4-difluorocyclohexyl)(6-(((5R)-2-oxo-5-(trifluoromethyl)piperidin-3-yl)methyl)imidazo[1,2-b]pyridazin-2-yl)methyl)-1-(2,2-difluorocyclopropyl)-1H-pyrazole-5-carboxamide FC1(CCC(CC1)[C@H](NC(=O)C1=CC=NN1C1C(C1)(F)F)C=1N=C2N(N=C(C=C2)CC2C(NC[C@@H](C2)C(F)(F)F)=O)C1)F